NC1=CC=C(C=N1)C=1N=NN(C1)C(CNS(=O)(=O)C)C1=CC=C(C=C1)C=1OC(=NN1)C(F)F N-[2-[4-(6-aminopyridin-3-yl)triazol-1-yl]-2-[4-[5-(difluoromethyl)-1,3,4-oxadiazol-2-yl]phenyl]ethyl]methanesulfonamide